3,3-dimethyl-5-oxo-1-cyclopentene-1-carboxylate CC1(C=C(C(C1)=O)C(=O)[O-])C